C(C)(=O)C1=CC(=NC=2C(N(C(=CC12)Cl)C)=O)C 4-acetyl-6-chloro-2,7-dimethyl-1,7-naphthyridin-8(7H)-one